4,4'-((5-(2,6-diphenylpyridin-4-yl)-1,3-phenylene)bis(9H-carbazole-9,3-diyl))diisophthalonitrile C1(=CC=CC=C1)C1=NC(=CC(=C1)C=1C=C(C=C(C1)N1C2=CC=CC=C2C=2C=C(C=CC12)C1=C(C=C(C#N)C=C1)C#N)N1C2=CC=CC=C2C=2C=C(C=CC12)C1=C(C=C(C#N)C=C1)C#N)C1=CC=CC=C1